C(C)(C)(C)C=1C=C(C=C(C1OC)C(C)(C)C)C1=C2C=C(C(C2=CC=2CCCC12)[Si](C1C(=C(C(=C1C)C)C)C)(C)C)C.[Li].[Li] Dilithium (4-(3,5-di-tert-butyl-4-methoxyphenyl)-2-methyl-1,5,6,7-tetrahydro-s-indacen-1-yl)dimethyl(2,3,4,5-tetramethylcyclopenta-2,4-dien-1-yl)silane